ortho-hydroxy-trans-cinnamic acid OC1=C(/C=C/C(=O)O)C=CC=C1